1''-(((1,4,7,10,13,16,21,24-octaazabicyclo[8.8.8]hexacosane-4,7,13-triyl)tris(methylene))tris(benzene-4,1-diyl))tris(4-methyl-2,6,7-trioxa-1-borabicyclo[2.2.2]octan-1-uide) N12CCN(CCN(CCN(CCN(CCNCC1)CC1=CC=C(C=C1)[B-]13OCC(CO1)(CO3)C)CCNCCNCC2)CC2=CC=C(C=C2)[B-]23OCC(CO2)(CO3)C)CC3=CC=C(C=C3)[B-]32OCC(CO3)(CO2)C